C(C)N(CCNCC)CC N,N,N'-triethylethylenediamine